4-(methoxymethyl)cyclohexanecarboxaldehyde COCC1CCC(CC1)C=O